4-(10-Acryloyl-2,4-difluoro-14-oxo-8,8a,9,10,11,12-hexahydro-7H,14H-pyrazino[1',2':5,6][1,5]diazocino[3,2,1-hi]indol-3-yl)-2-amino-7-fluorobenzo[b]thiophene-3-carbonitrile C(C=C)(=O)N1CC2N(C(C=3C=C(C(=C4C(=CN(C34)CC2)F)C2=CC=C(C=3SC(=C(C32)C#N)N)F)F)=O)CC1